BrCC=1C(=NC(=CC1)Cl)Cl 3-(bromomethyl)-2,6-dichloropyridine